O[C@H](C)[C@H]1N(CC1)C(=O)OC(C)(C)C |o1:1| tert-butyl (S)-2-((R*)-1-hydroxyethyl)azetidine-1-carboxylate